1-[(1S)-2-[2-[(2R)-2-benzyloxypropoxy]ethoxy]-1-methyl-ethyl]-4-bromo-pyrazole C(C1=CC=CC=C1)O[C@@H](COCCOC[C@H](C)N1N=CC(=C1)Br)C